5-chloro-1,2,3,4-tetrahydro-1,7-naphthyridine ClC1=C2CCCNC2=CN=C1